3-acetylthio-2-methylpropionic acid C(C)(=O)SCC(C(=O)O)C